ethyl 2-(((S)-3-(5-chloro-2-fluorophenyl)-3-(4-isopropylpiperazin-1-yl)propyl)(methyl)amino)-2-(3-methyl-2-((1r,4S)-4-(trifluoromethoxy)cyclohexyl)phenyl)acetate ClC=1C=CC(=C(C1)[C@H](CCN(C(C(=O)OCC)C1=C(C(=CC=C1)C)C1CCC(CC1)OC(F)(F)F)C)N1CCN(CC1)C(C)C)F